6,7-dihydroxyl-1,2,3,4-tetrahydroisoquinoline OC=1C=C2CCNCC2=CC1O